3-((2,3-difluoro-6-methoxybenzyl)oxy)-2-methoxy-5-nitropyridine FC1=C(COC=2C(=NC=C(C2)[N+](=O)[O-])OC)C(=CC=C1F)OC